2-{3-[(3S)-3-(propan-2-yl)piperazin-1-yl]-1,2,4-triazin-6-yl}-5-(1,2-thiazol-4-yl)phenol hydrochloride Cl.CC(C)[C@H]1CN(CCN1)C=1N=NC(=CN1)C1=C(C=C(C=C1)C=1C=NSC1)O